FCCOC=1C(=NC(=NC1OC)NS(=O)(=O)C1=CNC2=C(C(=CC=C12)C)N1N=CC=C1)OC N-[5-(2-fluoroethoxy)-4,6-dimethoxy-pyrimidin-2-yl]-6-methyl-7-pyrazol-1-yl-1H-indole-3-sulfonamide